3-(5-bromo-2-oxo-benzo[cd]indol-1(2H)-yl)pyrrolidine-2,5-dione BrC=1C=CC=2C(N(C3=CC=CC1C23)C2C(NC(C2)=O)=O)=O